3-(hydroxypropoxy)propan-1-ol OCCCOCCCO